NC1(CCCCC1)C(=O)NC1=CC=C(C=C1)Br 1-amino-N-(4-bromophenyl)cyclohexane-1-carboxamide